N-hexadecyl-furanmethanamine C(CCCCCCCCCCCCCCC)NCC=1OC=CC1